C(C)O[Si](CC(CC(C)(C)C)C)(OCC)OCC triethoxy(2,4,4-trimethyl-pentyl)silane